BrC1=C(C(=O)NC(C)=N)C(=C(N=C1Cl)C)F 3-bromo-2-chloro-5-fluoro-N-(1-iminoethyl)-6-methylisonicotinamide